(6-methoxy-[1,2,4]triazolo[4,3-a]pyridin-3-yl)((3aR,5r,6aS)-5-(2-(trifluoromethyl)phenyl)hexahydrocyclopenta[c]pyrrol-2(1H)-yl)methanone COC=1C=CC=2N(C1)C(=NN2)C(=O)N2C[C@@H]1[C@H](C2)CC(C1)C1=C(C=CC=C1)C(F)(F)F